C(C1=CC=CC=C1)S(=O)(=O)C(C1=CC=CC=C1)NC=O (α-toluenesulfonylbenzyl)formamide